BrC1=CC=C(C=C1)C1=NC(=NC(=N1)C1=CC=CC=C1)C1=CC=C(C=C1)P(C1=CC=CC=C1)(C1=CC=CC=C1)=O (4-(4-(4-bromophenyl)-6-phenyl-1,3,5-triazin-2-yl)phenyl)diphenylphosphine oxide